5-bromopentanoyl-glycine methyl ester COC(CNC(CCCCBr)=O)=O